ClC1=CC(=C(C=C1)C1=C(N(N=N1)CC)CN1N=CC(=CC1=O)N1CC(C1)OC1CCC1)F 2-[[5-(4-chloro-2-fluoro-phenyl)-3-ethyl-triazol-4-yl]methyl]-5-[3-(cyclobutoxy)azetidin-1-yl]pyridazin-3-one